OC=1C=C(C2=C(O[C@H]3C(OC2=O)=C(C([C@H]([C@]3(C)OC)O)=O)C)C1C)C (5aS,6S,7S)-3,7-dihydroxy-6-methoxy-1,4,6,9-tetramethyl-6,7-dihydro-11H-dibenzo[b,e][1,4]dioxepine-8,11(5aH)-dione